FC1=CC=C(C=C1)C(C)(C)O 2-(4-fluorophenyl)-2-propanol